FC1(CCN(CC1)C1=NC=CC=N1)F 2-(4,4-difluoropiperidin-1-yl)pyrimidin